3-(2-(2-chloro-5-cyanophenyl)-5,7-difluoro-4-oxo-1,4-dihydroquinolin-6-yl)-N,N-dimethyl-propanamide ClC1=C(C=C(C=C1)C#N)C=1NC2=CC(=C(C(=C2C(C1)=O)F)CCC(=O)N(C)C)F